(4S,5R)-2-(perfluorophenoxy)-4,5-diphenyl-1,3,2-oxathiaphospholane 2-sulfide FC1=C(OP2(O[C@@H]([C@@H](S2)C2=CC=CC=C2)C2=CC=CC=C2)=S)C(=C(C(=C1F)F)F)F